(S)-1-hydroxyhex-4-en OCCCC=CC